ClC=1C(=C(C=C(C1)C1=CC(=C(C=C1)F)OCC1CC1)F)OCCCC(=O)O 4-(5-chloro-3'-cyclopropylmethoxy-3,4'-difluoro-biphenyl-4-yloxy)-butyric acid